ClC=1C=NC(=C(C(=O)NC2CCC(CC2)CN2C(N(C3=NC=CC=C32)C3=CC(=C(C=C3)OC)OC3CCCC3)=O)C1)C 5-chloro-N-((1r,4r)-4-((3-(3-(cyclopentyloxy)-4-methoxyphenyl)-2-oxo-2,3-dihydro-1H-imidazo[4,5-b]pyridin-1-yl)methyl)cyclohexyl)-2-methylnicotinamide